C1(CC2C(CC1)O2)C(=O)O.C2C(CC)O2 epoxybutane 3,4-epoxycyclohexanecarboxylate